CN(S(=O)(=O)C=1SC(=CC1)S(=O)(=O)N)C N2,N2-dimethyl-thiophene-2,5-disulfonamide